[3-[5-[2-[[(3S)-1-(1-methylpyrazol-3-yl)sulfonylpiperidin-3-yl]amino]pyrimidin-4-yl]imidazo[2,1-b][1,3]oxazol-6-yl]phenoxy]methyl dihydrogen phosphate P(=O)(OCOC1=CC(=CC=C1)C=1N=C2OC=CN2C1C1=NC(=NC=C1)N[C@@H]1CN(CCC1)S(=O)(=O)C1=NN(C=C1)C)(O)O